C(C)OC(=O)C=1N(C=C(C1F)C)C1=NC=C(C(=O)OC)C=C1[N+](=O)[O-] Methyl 6-(2-(ethoxycarbonyl)-3-fluoro-4-methyl-1H-pyrrol-1-yl)-5-nitronicotinate